O=C1NC(CCC1C1=C2C(NC(C2=CC(=C1F)N1CCNCC1)=O)=O)=O (2,6-dioxo-hexahydropyridin-3-yl)-5-fluoro-6-(piperazin-1-yl)isoindole-1,3-dione